tert-butyl 3-((cis)-6,6-difluorohexahydropyrrolo[3,2-b]pyrrol-1(2H)-yl)-2-hydroxy-2-methylpropanoate FC1(CN[C@@H]2[C@H]1N(CC2)CC(C(=O)OC(C)(C)C)(C)O)F